NC(C(C(CC1=CC=CC=C1)NC(=O)C=1C(=NN(C1)C)C1=CC=C(C=C1)I=C1C(OC2(CCCC2)OC1=O)=O)O)=O N-(4-amino-3-hydroxy-4-oxo-1-phenylbutan-2-yl)-3-(4-((7,9-dioxo-6,10-dioxaspiro[4.5]decan-8-ylidene)-λ3-iodanyl)phenyl)-1-methyl-1H-pyrazole-4-carboxamide